FC1=CC=CC(=N1)C1=CC=C(CC=2NC(C=3N(C2)C(=NC3)C3COCC3)=O)C=C1 6-(4-(6-fluoropyridin-2-yl)benzyl)-3-(tetrahydrofuran-3-yl)imidazo[1,5-a]pyrazin-8(7H)-one